NC1=NNC(=C1)C(=O)O 3-AMINO-1H-PYRAZOLE-5-CARBOXYLIC ACID